4-(2,6-difluorobenzyl)-2-(4-methyl-2-(pyridin-3-yloxy)thiazol-5-yl)-2,4-dihydro-3H-1,2,4-triazol-3-one FC1=C(CN2C(N(N=C2)C2=C(N=C(S2)OC=2C=NC=CC2)C)=O)C(=CC=C1)F